FC1=C(C=C(C=C1)F)C1=NOC(=C1)CN1C=C2C(C=C1)=NC(=N2)C2=CSC(=C2)C 3-(2,5-difluorophenyl)-5-((2-(5-methylthiophen-3-yl)-5H-imidazo[4,5-c]pyridin-5-yl)methyl)isoxazole